(S)-1-amino-2-propanol NC[C@H](C)O